(4-((3-(7-(((Z)-1-ethyl-3-fluoropiperidin-4-yl)amino)-3-(2,2,2-trifluoroethyl)benzo[b]thiophen-2-yl)prop-2-yn-1-yl)amino)-3-methoxyphenyl)dimethylphosphine oxide C(C)N1CC(C(CC1)NC1=CC=CC2=C1SC(=C2CC(F)(F)F)C#CCNC2=C(C=C(C=C2)P(C)(C)=O)OC)F